NC1=NC2=CC=C(C=C2C=N1)C=1C(=C(C=CC1F)NS(=O)(=O)C1=C(C=CC(=C1)Cl)OC)F N-[3-(2-aminoquinazolin-6-yl)-2,4-difluorophenyl]-5-chloro-2-methoxybenzene-1-sulfonamide